CC1=C(C(=CC(=C1)C#CC)C)C1C(CC2(CCN(CC2)C(C(=O)NC)=O)CC1=O)=O 2-[9-(2,6-dimethyl-4-prop-1-ynyl-phenyl)-8,10-dioxo-3-azaspiro[5.5]undec-3-yl]-N-methyl-2-oxo-acetamide